(S)-4-(5-cyclopropyl-7-(5-methylpyridin-3-yl)-7H-pyrrolo[2,3-d]pyrimidin-4-yl)-3-methylpiperazine-1-carboxylic acid tert-butyl ester C(C)(C)(C)OC(=O)N1C[C@@H](N(CC1)C=1C2=C(N=CN1)N(C=C2C2CC2)C=2C=NC=C(C2)C)C